(E)-N-(2,2-dimethoxyethyl)-1-(2,5-dimethylphenyl)methanimine COC(C/N=C/C1=C(C=CC(=C1)C)C)OC